(R)-serine benzyl ester C(C1=CC=CC=C1)OC([C@H](N)CO)=O